OC1=C(C=CC=C1)C(\C=C\C1=CC(=C(C=C1)OCCCN1CCCCC1)OC)=O (E)-1-(2-Hydroxyphenyl)-3-[3-methoxy-4-(3-piperidin-1-ylpropoxy)phenyl]prop-2-en-1-one